C1(CCCCC1)=CN1CCCC1 1-(cyclohexylidenemethyl)pyrrolidine